(5-Fluoro-pyridin-3-yl)-N'-isopropyl-6-(6-trifluoromethyl-pyridin-2-yl)-[1,3,5]triazine-2,4-diamine FC=1C=C(C=NC1)NC1=NC(=NC(=N1)NC(C)C)C1=NC(=CC=C1)C(F)(F)F